CC1=CC=C(C(=N1)C(=O)N1[C@@H]2[C@@H](C[C@H](C1)CC2)OC2=NC=C(C=C2)C)C2=NC=CC=N2 (6-methyl-3-(pyrimidin-2-yl)pyridin-2-yl)((1S,4R,6R)-6-((5-methylpyridin-2-yl)oxy)-2-azabicyclo[2.2.2]oct-2-yl)methanone